2-(3-(4-sulfamoylbenzyl)-1H-pyrrolo[2,3-b]pyridin-1-yl)thiazole-4-carboxylic acid S(N)(=O)(=O)C1=CC=C(CC2=CN(C3=NC=CC=C32)C=3SC=C(N3)C(=O)O)C=C1